4-[4-cyano-2-(4-methyl-1,2,4-triazol-3-yl)phenyl]-6-cyclopropyl-N-methoxy-N-methylpyridine-2-carboxamide C(#N)C1=CC(=C(C=C1)C1=CC(=NC(=C1)C1CC1)C(=O)N(C)OC)C1=NN=CN1C